BrC1=C2C=CN(C2=C(C=C1Cl)F)S(=O)(=O)C1=CC=C(C)C=C1 4-bromo-5-chloro-7-fluoro-1-tosyl-1H-indole